4-(6-(4-bromothiophen-2-yl)pyrazin-2-yl)-2-methoxy-N-methyl-N-(1-methylpiperidin-4-yl)benzenesulfonamide BrC=1C=C(SC1)C1=CN=CC(=N1)C1=CC(=C(C=C1)S(=O)(=O)N(C1CCN(CC1)C)C)OC